tri(ethoxy)-n-butoxy silyl ether [SiH3]OOCCCC(OCC)(OCC)OCC